ClC1=C(C=CC=C1Cl)C1=NN(C2=NC(=CN=C21)N2CC1C(C1CC2)(C2=NC=CC=N2)CNC(OCC2=CC=CC=C2)=O)C2OCCCC2 benzyl ((3-(3-(2,3-dichlorophenyl)-1-(tetrahydro-2H-pyran-2-yl)-1H-pyrazolo[3,4-b]pyrazin-6-yl)-7-(pyrimidin-2-yl)-3-azabicyclo[4.1.0]heptan-7-yl)methyl)carbamate